(5-(methyl(phenyl)amino)-[1,2,4]triazolo[4,3-a]quinazolin-8-yl)methanol CN(C1=NC=2N(C3=CC(=CC=C13)CO)C=NN2)C2=CC=CC=C2